ClCC=1N=C2N(C=C(C=C2)C=O)C1 2-(chloromethyl)imidazo[1,2-a]pyridine-6-formaldehyde